(R)-6-((5-(3-amino-3H-spiro[benzofuran-2,4'-piperidin]-1'-yl)pyrazin-2-yl)thio)-5-Chloro-3-methylquinazolin-4(3H)-one N[C@@H]1C2=C(OC13CCN(CC3)C=3N=CC(=NC3)SC=3C(=C1C(N(C=NC1=CC3)C)=O)Cl)C=CC=C2